(5-methylthienyl)(phenyl)methylene(cyclopentadienyl)(2,7-di-tert-butylfluorenyl)hafnium CC1=CC=C(S1)C(=[Hf](C1=C(C=CC=2C3=CC=C(C=C3CC12)C(C)(C)C)C(C)(C)C)C1C=CC=C1)C1=CC=CC=C1